t-butyl 4-bromo-7,8-dihydro-1,6-naphthyridine-6(5H)-carboxylate BrC1=CC=NC=2CCN(CC12)C(=O)OC(C)(C)C